4,6-bis(mercaptomethylthio)1,3-dithiacyclohexane SCSC1SCSC(C1)SCS